[4-(2-methoxyethylsulfonyl)morpholin-2-yl]benzothiophene-2-carboxamide COCCS(=O)(=O)N1CC(OCC1)C1=C(SC2=C1C=CC=C2)C(=O)N